(6R)-17-amino-12-[[4-(difluoromethoxy)phenyl]methyl]-6-hydroxy-6,15-bis(trifluoromethyl)-19-oxa-3,4,12,18-tetrazatricyclo[12.3.1.12,5]nonadeca-1(18),2,4,14,16-pentaen-13-one NC1=CC(=C2C(N(CCCCC[C@@](C3=NN=C(C1=N2)O3)(C(F)(F)F)O)CC3=CC=C(C=C3)OC(F)F)=O)C(F)(F)F